(S)-4-((2-((2-methylpyridin-3-yl)oxy)ethyl)(4-(5,6,7,8-tetrahydro-1,8-naphthyridin-2-yl)butyl)amino)-2-(pyrido[3,2-d]pyrimidin-4-ylamino)butanoic acid CC1=NC=CC=C1OCCN(CC[C@@H](C(=O)O)NC=1C2=C(N=CN1)C=CC=N2)CCCCC2=NC=1NCCCC1C=C2